2-chloro-4-(tributylstannyl)pyrimidine ClC1=NC=CC(=N1)[Sn](CCCC)(CCCC)CCCC